N(=[N+]=[N-])CCC L-3-azidopropan